CC/C=C(/C1=CSC(=N1)N)\\C(=O)N[C@H]2[C@@H]3N(C2=O)C(=C(CS3)COC(=O)N)C(=O)O The molecule is a cephalosporin compound having (carbamoyloxy)methyl and N-[(2Z)-2-(2-amino-1,3-thiazol-4-yl)pent-2-enoyl]amino side-groups. It is used (generally as the corresponnding pivaloyloxymethyl ester prodrug) as an oral antibacterial. It has a role as an antibacterial drug. It is a cephalosporin, a carboxylic acid, a carbamate ester, an enamide, a member of 1,3-thiazoles and a secondary carboxamide.